(6-bromo-5-chloro-1H-pyrrolo[2,3-b]pyridin-3-yl)[(2RS,4RS)-1-(3-chloro-5-fluoropyridin-2-yl)-2-methylpiperidin-4-yl]methanone BrC1=C(C=C2C(=N1)NC=C2C(=O)[C@H]2C[C@H](N(CC2)C2=NC=C(C=C2Cl)F)C)Cl |r|